2-(2,6-dioxo-hexahydropyridin-3-yl)-6-fluoro-5-{4-[2-(hexahydropyridin-4-yl)ethyl]piperazin-1-yl}isoindole-1,3-dione O=C1NC(CCC1N1C(C2=CC(=C(C=C2C1=O)N1CCN(CC1)CCC1CCNCC1)F)=O)=O